C(CCCCCCCCC)OCC(C)O propylene glycol mono-decyl ether